[6-(3-cyclopropyl-1,2,4-triazol-1-yl)-2-azaspiro[3.3]heptan-2-yl]-[5-fluoro-6-[(1-methylcyclopropyl)methoxy]-3-pyridyl]methanone C1(CC1)C1=NN(C=N1)C1CC2(CN(C2)C(=O)C=2C=NC(=C(C2)F)OCC2(CC2)C)C1